C(C)(C)OC(C1=C(C=C(C=C1C)O)O)=O isopropyl-2,4-dihydroxy-6-methylbenzoate